N-(3-((3,5-dimethyl-4-oxo-3,4-dihydro-quinazolin-6-yl)amino)-2,4,5-trifluorophenyl)-3-fluoropropane-1-sulfonamide CN1C=NC2=CC=C(C(=C2C1=O)C)NC=1C(=C(C=C(C1F)F)NS(=O)(=O)CCCF)F